CC1=C(C(=O)N[C@H](C)C2=CC=CC3=CC=CC=C23)C=C(C=C1)NC=1SC(=CC1)C (R)-2-methyl-5-((5-methylthiophen-2-yl)amino)-N-(1-(naphthalen-1-yl)ethyl)benzamide